BrC1=C(C=C(C(=O)N2CC=3N=C(N(C(C3C[C@H]2C)=O)C2=CC=C(C=C2)C=2C=NN(C2)C)N[C@@H](C)C=C)C=C1)C(F)(F)F (R)-7-(4-bromo-3-(trifluoromethyl)benzoyl)-2-(((S)-but-3-en-2-yl)amino)-6-methyl-3-(4-(1-methyl-1H-pyrazol-4-yl)phenyl)-5,6,7,8-tetrahydropyrido[3,4-d]pyrimidin-4(3H)-one